CN1N=NN=C1SC1=C(C(=O)NC=2N=NC(=CC2)C(C)C)C=C(C=C1)[N+](=O)[O-] 2-[(1-methyl-1H-1,2,3,4-tetrazol-5-yl)sulfanyl]-5-nitro-N-[6-(propan-2-yl)pyridazin-3-yl]benzamide